7-(2,6-Dimethylpiperazin-1-yl)-2-(2,6-dioxopiperidin-3-yl)-4,5-difluoroisoindoline CC1N(C(CNC1)C)C=1C=C(C(=C2CN(CC12)C1C(NC(CC1)=O)=O)F)F